7-(difluoromethoxy)-N-[(4-methoxyphenyl)methyl]-4-(1-methyl-3-phenyl-1H-pyrazol-4-yl)pyrido[3,2-d]pyrimidin-6-amine FC(OC1=CC=2N=CN=C(C2N=C1NCC1=CC=C(C=C1)OC)C=1C(=NN(C1)C)C1=CC=CC=C1)F